2-[3-ethylsulfonyl-5-(2-oxopyrrolidin-1-yl)-2-pyridinyl]-6-methyl-7-(trifluoromethyl)imidazo[1,2-c]pyrimidin-5-one C(C)S(=O)(=O)C=1C(=NC=C(C1)N1C(CCC1)=O)C=1N=C2N(C(N(C(=C2)C(F)(F)F)C)=O)C1